C(C1CO1)OCCCC monobutyl monoglycidyl ether